CC1=CC=CC(=N1)C=1N=CN(C1C1=CC2=C(N=C(S2)N)C=C1)COCC[Si](C)(C)C 6-(4-(6-methylpyridin-2-yl)-1-((2-(trimethylsilyl)ethoxy)methyl)-1H-imidazol-5-yl)benzo[d]thiazol-2-amine